ClC1=CC=C(C=C1)C1=CC(=NC(=N1)C=1C=NN(C1)C1CC1)C(=O)O 6-(4-chlorophenyl)-2-(1-cyclopropylpyrazole-4-yl)pyrimidine-4-carboxylic acid